C(C)(C)(C)OC(=O)NC1=C(C=C(C=C1)C1=CC(=CC(=C1)C(F)(F)F)C(F)(F)F)C(=O)O 4-((tert-butoxycarbonyl)amino)-3',5'-bis(trifluoromethyl)-[1,1'-biphenyl]-3-carboxylic acid